2-acrylamido-N-(1,4-dimethyl-2-oxo-1,2,3,4-tetrahydroquinolin-6-yl)benzamide C(C=C)(=O)NC1=C(C(=O)NC=2C=C3C(CC(N(C3=CC2)C)=O)C)C=CC=C1